ClC=1C=CC=C2C(=CN=CC12)N1C(N(C(CC1)=O)CC1=CC=C(C=C1)OC)=O 1-(8-chloroisoquinolin-4-yl)-3-[(4-methoxyphenyl)methyl]-1,3-diazacyclohexane-2,4-dione